CN1C(C2=CC(=CC(=C2C=C1C1=C(C=CC=C1)C)C(C)NC1=C(C(=O)O)C=CC=C1)C)=O 2-((1-(2,7-dimethyl-1-oxo-3-(o-tolyl)-1,2-dihydroisoquinolin-5-yl)ethyl)amino)benzoic acid